C(C1=CC=CC=C1)C=1C=NC(=NC1)C(CCN(C=1C=NN2C1C=CC(=C2)C=2C=NN(C2)C)C)N 1-(5-Benzylpyrimidin-2-yl)-N3-methyl-N3-(6-(1-methyl-1H-pyrazol-4-yl)pyrazolo[1,5-a]pyridin-3-yl)propane-1,3-diamine